C1(=C(C=CC=C1)C1=C(C(=NN=N1)C1=C(C2=C([Se]C3=C2C=CC=C3)C=C1)C1=CC=CC=C1)C1=C(C(=CC=3C2=CC=CC=C2CC13)C)C)C1=CC=CC=C1 [(biphenylyl)(dimethylfluorenyl)triazinyl](phenyldibenzoselenophene)